ClC=1C=C2C(=CC(=NC2=CC1)C(F)(F)F)N[C@@H]1C[C@@H](CCC1)NC(C1=CC(=C(C=C1)OC)NC)=O N-[(1R,3S)-3-{[6-chloro-2-(trifluoromethyl)quinolin-4-yl]amino}cyclohexyl]-4-methoxy-3-(methylamino)benzamide